C(C)(C)(C)OC(=O)N1CC(C1)NC1=C(C(=C(C=N1)C(=O)OCC)C(C)(C1=C(C(=C(C=C1)F)C)F)C#N)F ethyl 6-{[1-(tert-butoxycarbonyl)azetidin-3-yl]amino}-4-[1-cyano-1-(2,4-difluoro-3-methylphenyl)ethyl]-5-fluoropyridine-3-carboxylate